C(=O)O.C(N)(=N)NC(=O)N guanylurea formate salt